(R)-N-((3-amino-5-(4-fluorophenyl)-6-(3-methylimidazo[1,2-a]pyridin-6-yl)pyrazin-2-yl)methyl)-1-methylpyrrolidine-2-carboxamide NC=1C(=NC(=C(N1)C1=CC=C(C=C1)F)C=1C=CC=2N(C1)C(=CN2)C)CNC(=O)[C@@H]2N(CCC2)C